FC1=CC=C(C=C1)C1(COC1)NS(=O)(=O)C1=CC=C2CCNCC2=C1 N-(3-(4-fluorophenyl)oxetan-3-yl)-1,2,3,4-tetrahydroisoquinoline-7-sulfonamide